1-(4-((4-((2-fluoro-4-((2-(3-(trifluoromethyl)pyrrolidin-1-yl)pyridin-4-yl)oxy)phenyl)amino)-7-methoxyquinazolin-6-yl)amino)piperidin-1-yl)prop-2-en-1-one FC1=C(C=CC(=C1)OC1=CC(=NC=C1)N1CC(CC1)C(F)(F)F)NC1=NC=NC2=CC(=C(C=C12)NC1CCN(CC1)C(C=C)=O)OC